CONC(=O)[C@H]1C[C@H](CO1)NC(=O)CC1(CC=NO1)C=C |o1:5,7| N-[rel-(3R,5R)-5-(methoxycarbamoyl)tetrahydrofuran-3-yl]-5-vinyl-4H-isoxazole-5-carboxyamide